2-(3,5-dichloro-4-(3-(2-chloropyridin-4-yl)-4-hydroxybenzyl)phenoxy)acetamide ClC=1C=C(OCC(=O)N)C=C(C1CC1=CC(=C(C=C1)O)C1=CC(=NC=C1)Cl)Cl